N-(4-(4-((1R,5S)-3-oxa-8-azabicyclo[3.2.1]octan-8-yl)-7H-pyrrolo[2,3-d]pyrimidin-6-yl)phenyl)-4-(((R)-3-(2-((dimethylamino)methyl)acrylamido)piperidin-1-yl)methyl)picolinamide [C@H]12COC[C@H](CC1)N2C=2C1=C(N=CN2)NC(=C1)C1=CC=C(C=C1)NC(C1=NC=CC(=C1)CN1C[C@@H](CCC1)NC(C(=C)CN(C)C)=O)=O